2,3,4-tri-O-acetyl-beta-D-glucopyranoseuronic acid methyl ester COC([C@@H]1[C@H]([C@@H]([C@H]([C@H](O)O1)OC(C)=O)OC(C)=O)OC(C)=O)=O